ClC1=NC=C(C=N1)C(=O)NC1C(C(C1(C)C)OC1=CC(=C(C=C1)C#N)Cl)(C)C 2-chloro-N-((1r,3r)-3-(3-chloro-4-cyanophenoxy)-2,2,4,4-tetramethylcyclobutyl)pyrimidine-5-carboxamide